N-[1-[1-[2-[1-(3-chloro-2-methyl-phenyl)-4-piperidyl]ethyl]-4,5,6,7-tetrahydroindazole-3-carbonyl]-4-piperidyl]acetamide ClC=1C(=C(C=CC1)N1CCC(CC1)CCN1N=C(C=2CCCCC12)C(=O)N1CCC(CC1)NC(C)=O)C